methyl (2R)-3-methoxy-2-(triphenylmethoxy)propanoate COC[C@H](C(=O)OC)OC(C1=CC=CC=C1)(C1=CC=CC=C1)C1=CC=CC=C1